C1CCC(CC1)[O] (trans-4-cyclohexyl)oxygen